2,2-dimethyl-5-nitrobenzo[b]thiophen-3(2H)-one 1,1-dioxide CC1(C(C2=C(S1(=O)=O)C=CC(=C2)[N+](=O)[O-])=O)C